1,10-diaminodecane sulfate S(=O)(=O)(O)O.NCCCCCCCCCCN